ClC=1C=C(NC2(CCC3(C(CC4=CC=C(C=C34)F)C[C@H](COC3=CC=NC=4CCC[C@H](C34)C)C)CC2)C(=O)O)C=CC1 4-(3-Chloroanilino)-6'-fluoro-2'-[(2R)-2-methyl-3-{[(5R)-5-methyl-5,6,7,8-tetrahydroquinolin-4-yl]oxy}propyl]-2',3'-dihydrospiro[cyclohexane-1,1'-indene]-4-carboxylic acid